C(=O)(OC(C)(C)C)N[C@@H](CC(C)C)CC(=O)O Boc-L-beta-homoleucine